C1=CC(=C(C=C1C2=C(C(=O)C3=C(C=C(C=C3O2)O[C@H]4[C@@H]([C@H]([C@@H]([C@H](O4)CO)O)O)O)O)O[C@H]5[C@@H]([C@H]([C@@H]([C@H](O5)CO)O)O)O)O)O The molecule is a quercetin O-glucoside that is quercetin with two beta-D-glucosyl residues attached at positions 3 and 7. It has a role as a plant metabolite. It is a quercetin O-glucoside, a beta-D-glucoside, a monosaccharide derivative, a trihydroxyflavone and a polyphenol.